di-butyl adipate C(CCCCC(=O)OCCCC)(=O)OCCCC